5-(cyclopropylmethyl)-2-(2-methyl-2H-indazol-5-yl)-4-(6-methylpyridin-3-yl)-3-oxo-3,5-dihydro-2H-pyrrolo[3,2-c]pyridazine-7-carboxamide C1(CC1)CN1C=C(C2=NN(C(C(=C21)C=2C=NC(=CC2)C)=O)C2=CC1=CN(N=C1C=C2)C)C(=O)N